COC1=CC=C2C3=C(N(C2=C1)CCCCN1C(C2=CC=CC=C2C1=O)=O)C(=NC=C3)C(F)(F)F 2-[4-[7-methoxy-1-(trifluoromethyl)-9H-pyrido[3,4-b]indol-9-yl]butyl]-1H-isoindole-1,3(2H)-dione